N-(1-(7-vinylquinolin-5-yl)cyclopropyl)benzamide C(=C)C1=CC(=C2C=CC=NC2=C1)C1(CC1)NC(C1=CC=CC=C1)=O